tert-Butyl (S)-4-(4-formyl-1H-pyrazol-1-yl)-2,2-dimethylpiperidine-1-carboxylate C(=O)C=1C=NN(C1)[C@@H]1CC(N(CC1)C(=O)OC(C)(C)C)(C)C